3-{[4-(2,2-difluoroethoxy)phenyl]methyl}-1-[(2,4-difluorophenyl)methyl]-1-(1-methyl-piperidin-4-yl)urea FC(COC1=CC=C(C=C1)CNC(N(C1CCN(CC1)C)CC1=C(C=C(C=C1)F)F)=O)F